pyrazolo[1,5-a]pyrazine-7-carboxamide N1=CC=C2N1C(=CN=C2)C(=O)N